ClC=1C=C(C=CC1OC)[C@@H]1CC[C@H](CC1)CN(C(=O)[C@@H]1CC[C@H](CC1)C(=O)OC)C1=CC(=CC=C1)C1=CN=C(S1)C1CC1 trans-Methyl 4-(((trans-4-(3-chloro-4-methoxyphenyl)cyclohexyl)methyl)(3-(2-cyclopropylthiazol-5-yl)phenyl)carbamoyl)-cyclohexanecarboxylate